C(=O)(O)C1=CC=C(C=C1)CCN(C1C=2C=CC(=NC2CCC1)C(=O)O)CCC1=C(C=CC=C1)OCC1=CC=C(C=C1)C=1OC2=C(N1)C=C(C=C2)C(F)(F)F 5-([2-(4-carboxyphenyl)ethyl]{2-[2-({4-[5-(trifluoromethyl)-1,3-benzoxazol-2-yl]benzyl}oxy)phenyl]-ethyl}amino)-5,6,7,8-tetrahydroquinoline-2-carboxylic acid